1-Octyl-2-ethylpiperidinium methansulfonat CS(=O)(=O)[O-].C(CCCCCCC)[NH+]1C(CCCC1)CC